BrC=1C=C2CC(C(C2=CC1)=O)(C(=O)OC)C methyl 5-bromo-2-methyl-1-oxo-2,3-dihydro-1H-indene-2-carboxylate